[Ni].[As] arsenic-nickel